Methyl (Z)-1-(4-amino-2-fluorobut-2-en-1-yl)-2-methyl-4-(3-(pyrrolidin-1-ylsulfonyl) Phenyl)-1H-benzo[d]imidazole-6-carboxylate hydrochloride Cl.NC\C=C(\CN1C(=NC2=C1C=C(C=C2C2=CC(=CC=C2)S(=O)(=O)N2CCCC2)C(=O)OC)C)/F